(R)-4-(7-(1,4-Dimethyl-1H-pyrazol-5-yl)-2-(1H-indol-4-yl)thieno[3,2-d]pyrimidine-4-yl)-3-methylmorpholine CN1N=CC(=C1C1=CSC2=C1N=C(N=C2N2[C@@H](COCC2)C)C2=C1C=CNC1=CC=C2)C